1,2-bis(2'H-[1,5'-bitetrazole]-5-yl)-diazene N1(N=NN=C1N=NC1=NN=NN1C=1N=NNN1)C=1N=NNN1